ClC1=C(C(=O)NC=2C(=NNC2)C(=O)NC2CCN(CC2)CC=2C=C3CN(C(C3=CC2)=O)C2C(NC(CC2)=O)=O)C(=CC=C1)Cl 4-(2,6-dichlorobenzamido)-N-(1-((2-(2,6-dioxopiperidin-3-yl)-1-oxoisoindolin-5-yl)methyl)piperidin-4-yl)-1H-pyrazole-3-carboxamide